1-hydroxy-[1,1'-biphenyl]-4(1H)-one OC1(C=CC(C=C1)=O)C1=CC=CC=C1